C(#N)C1=C(C=CC=C1)SC=1C=2N(C=C(C1)C=1C=NN(C1)[C@H]1CN(CC1)C[C@H](C)O)N=CC2C#N 4-((2-cyanophenyl)thio)-6-(1-((R)-1-((S)-2-hydroxypropyl)pyrrolidin-3-yl)-1H-pyrazol-4-yl)pyrazolo[1,5-a]pyridine-3-carbonitrile